2-[[(2S)-1-(2,2-dimethoxyethyl)-5-oxopyrrolidin-2-yl]methyl]-dihydro-isoindole-1,3-dione COC(CN1[C@@H](CCC1=O)CN1C(C2=CC=CCC2C1=O)=O)OC